butyl (4-((3-methoxy-2-nitrophenoxy)methyl)tetrahydrofuran-3-yl)carbamate COC=1C(=C(OCC2C(COC2)NC(OCCCC)=O)C=CC1)[N+](=O)[O-]